C(C(=O)[O-])(=O)[O-].F[B+]F.[Li+] lithium bisfluoroboron oxalate